COCOC=1C=C(C2=CC=CC=C2C1)C1=NC=C(C(=O)OCC)C(=C1)NC(=O)N ethyl 6-(3-(methoxymethoxy)naphthalen-1-yl)-4-ureidonicotinate